C(C=C)(=O)OCCCCCCC[Si](OCC)(OCC)OCC acryloyloxyheptyl-triethoxysilane